C(=O)(OCC1=CC=CC=C1)N[C@@H](CC1=CC=C(C=C1)O)C(=O)O Cbz-tyrosine